6-(1,3-benzoxazol-2-yl)-2-{[(3-bromophenyl)(phenyl)methyl](methyl)amino}-5-methoxy-3-methyl-3,4-dihydropyrimidin-4-one O1C(=NC2=C1C=CC=C2)C2=C(C(N(C(=N2)N(C)C(C2=CC=CC=C2)C2=CC(=CC=C2)Br)C)=O)OC